CC1(NC(CC(C1)NCCCCCCNC1CC(NC(C1)(C)C)(C)C)(C)C)C N,N'-bis(2,2,6,6-tetramethyl-4-piperidyl)-hexamethylenediamine